benzo[b]naphtho[1,2-d]furanamine C=1(C=CC=C2C=CC3=C(C4=C(O3)C=CC=C4)C12)N